ClC1=CC=C(CNC(NC2CC3(CCC3)C2)=O)C=C1 6-(3-(4-chlorobenzyl)ureido)spiro[3.3]heptan